COC1=CC=CC(=N1)CC=O 2-(6-methoxypyridin-2-yl)ethan-1-one